C(C)(=O)OCC[C@@H]1CN(CCC1)C=1C(=NC(=CC1)C=1C=NN(C1COC(=O)N(C)C1CC(C1)(F)F)C)CC (R)-2-(1-(6-(5-((((3,3-difluorocyclobutyl)(methyl)aminocarbonyl)oxy)methyl)-1-methyl-1H-pyrazole-4-yl)-2-ethylpyridin-3-yl)piperidin-3-yl)ethyl acetate